2-Chloro-4-((2-ethylbenzofuran-7-yl)oxy)benzoyl chloride ClC1=C(C(=O)Cl)C=CC(=C1)OC1=CC=CC=2C=C(OC21)CC